5-(2,4-dimethoxypyrimidin-5-yl)-7-((1S,2S)-2-(4-(trifluoromethyl)phenyl)cyclopropyl)-[1,2,4]triazolo[1,5-a]pyrimidine COC1=NC=C(C(=N1)OC)C1=NC=2N(C(=C1)[C@@H]1[C@H](C1)C1=CC=C(C=C1)C(F)(F)F)N=CN2